ClC1=C(C(=O)NC2=NN=NN2C)C=CC(=C1NC(CC)=O)OC(F)(F)F 2-chloro-N-(1-methyltetrazol-5-yl)-3-(propionylamino)-4-(trifluoromethoxy)benzamide